ClC=1C=C2C(N(C1)C(C(=O)NC1=C(C=CC(=C1)NC1CCOCC1)C)CC)=NC(=N2)SCC2=CC=C(C=C2)F 2-(6-chloro-2-((4-fluorobenzyl)thio)-4H-imidazo[4,5-b]pyridin-4-yl)-N-(2-methyl-5-((tetrahydro-2H-pyran-4-yl)amino)phenyl)butanamide